N'-[(2S,3R)-2-[(3-chloro-2-fluorophenyl)methyl]-4,4-difluoro-1-(1-hydroxycyclobutane-2-carbonyl)pyrrolidin-3-yl]-N,N-dimethylsulfuric diamide ClC=1C(=C(C=CC1)C[C@@H]1N(CC([C@@H]1NS(N(C)C)(=O)=O)(F)F)C(=O)C1C(CC1)O)F